1-(5-bromo-2-(isopropylsulfanyl)phenyl)-N,N-dimethylamine BrC=1C=CC(=C(C1)CNC)SC(C)C